5-(2-((7-ethyl-1,2,3,4-tetrahydroisoquinolin-6-yl)amino)-5-(trifluoromethyl)pyrimidin-4-yl)thiophene-3-carboxamide C(C)C1=C(C=C2CCNCC2=C1)NC1=NC=C(C(=N1)C1=CC(=CS1)C(=O)N)C(F)(F)F